3-(2-Cyano-3-fluoropyridin-4-yl)-1-(2-methoxypyrimidin-5-yl)-1-((5-(trifluoromethyl)-1H-pyrazol-3-yl)methyl)urea C(#N)C1=NC=CC(=C1F)NC(N(CC1=NNC(=C1)C(F)(F)F)C=1C=NC(=NC1)OC)=O